Cl.FC(C=1C=CC(=NC1)CN)(F)F [5-(trifluoromethyl)-2-pyridyl]methanamine hydrochloride